NCC(=O)N[C@H](C(=O)OC)CO methyl (S)-2-(2-amino-acetamido)-3-hydroxypropionate